3-(5-((3-(4-((4-(4-chlorophenyl)-5,6-dihydro-2H-pyran-3-yl)methyl)piperazin-1-yl)propyl)thio)-2-methyl-4-oxoquinazolin-3(4H)-yl)piperidine-2,6-dione ClC1=CC=C(C=C1)C1=C(COCC1)CN1CCN(CC1)CCCSC1=C2C(N(C(=NC2=CC=C1)C)C1C(NC(CC1)=O)=O)=O